C(C)(C)(C)OC(=O)N\C(\NCC(O)C1=CC=C(C=C1)OCCF)=N/C(OC(C)(C)C)=O tert-butyl [(Z)-[(tert-butoxycarbonyl)amino]({2-[4-(2-fluoroethoxy)phenyl]-2-hydroxyethyl}amino)methylidene]carbamate